3,3-difluoro-5,5-dimethyl-4-oxopiperidine-1-carboxylic acid tert-butyl ester C(C)(C)(C)OC(=O)N1CC(C(C(C1)(C)C)=O)(F)F